(6-chloropyridin-3-yl)-4,6-diphenyl-1,3,5-triazine ClC1=CC=C(C=N1)C1=NC(=NC(=N1)C1=CC=CC=C1)C1=CC=CC=C1